FC1=C2C(=NC=3N(C2=CC=C1)C(=NN3)F)N(C=3C=C(C=CC3)C3=CC=C(C=C3)OC(F)(F)F)C difluoro-N-methyl-N-(4'-(trifluoromethoxy)-[1,1'-biphenyl]-3-yl)-[1,2,4]triazolo[4,3-a]quinazolin-5-amine